ClC1=NC=C(C(=C1)C1=C(C=NC(=C1)C)C(=O)NC=1SC2=C(N1)CN(C2)C(=O)C2CC1(C2)CC(C1)O)OC 2'-Chloro-N-(5-(6-hydroxy-spiro[3.3]heptane-2-carbonyl)-5,6-dihydro-4H-pyrrolo[3,4-d]thiazol-2-yl)-5'-methoxy-6-methyl-[4,4'-bipyridine]-3-carboxamide